C1(=CC=CC=C1)P(=S)(SC(=C)C1=CC=CC=C1)C1=CC=CC=C1 1-phenylvinyl diphenylphosphindithioate